2-(2-bromo-1,1-difluoroethyl)-4-chloro-N-[(1S)-2-(6-fluoro-2,3-dimethylphenyl)-1-(5-oxo-4H-1,3,4-oxadiazol-2-yl)propyl]benzenesulfonamide BrCC(F)(F)C1=C(C=CC(=C1)Cl)S(=O)(=O)N[C@@H](C(C)C1=C(C(=CC=C1F)C)C)C=1OC(NN1)=O